FC(C1=NN=C(O1)C=1C=CC(=NC1)CN1N=NC(=C1)C=1C=C(C=CC1)C(=O)N1CCCC1)F (3-(1-((5-(5-(difluoromethyl)-1,3,4-oxadiazol-2-yl)pyridin-2-yl)methyl)-1H-1,2,3-triazol-4-yl)phenyl)(pyrrolidin-1-yl)methanone